OCCCNCC(O)O hydroxypropyl-Dihydroxyethyl-amine